2-chloro-3-fluoropyridin ClC1=NC=CC=C1F